gamma-phenylpropyl-trimethoxysilane C1(=CC=CC=C1)CCC[Si](OC)(OC)OC